C1(=CC=CC=C1)[C@@H](CNC(=O)C1CCCCC1)OCCOC1OCCCC1 N-((2S)-2-phenyl-2-(2-((tetrahydro-2H-pyran-2-yl)oxy)ethoxy)ethyl)cyclohexane-1-carboxamide